2,4-dioctyloxybenzophenone C(CCCCCCC)OC1=C(C(=O)C2=CC=CC=C2)C=CC(=C1)OCCCCCCCC